N-((R or S)-(3-chloro-2,4-difluorophenyl)(6-(trifluoromethyl)pyridin-3-yl)methyl)-(S or R)-2-ethyl-3-oxopiperazine-1-carboxamide ClC=1C(=C(C=CC1F)[C@H](NC(=O)N1[C@H](C(NCC1)=O)CC)C=1C=NC(=CC1)C(F)(F)F)F |o1:8,13|